C12COCC(CC1)N2C2=C(C=C(N)C=C2F)F 4-(3-oxa-8-aza-bicyclo[3.2.1]oct-8-yl)-3,5-difluoroaniline